tert-butyl (5-bromo-3-cyclobutylpyrazolo[1,5-a]pyridin-2-yl)carbamate BrC1=CC=2N(C=C1)N=C(C2C2CCC2)NC(OC(C)(C)C)=O